C1=C(C=CC=2C(C3=CC=CC=C3C(C12)=O)=O)S(=O)(=O)[O-].[Na+].CN1C=C(C[C@H](N)C(=O)O)C2=CC=CC=C12 L-1-methyl-tryptophan sodium 9,10-anthraquinone-2-sulfonate